5-Nitro-pyrrole [N+](=O)([O-])C1=CC=CN1